methyl (7S)-2-benzyl-3-[2-[(2S,6S)-2,6-dimethylmorpholin-4-yl]ethyl]-7-methyl-3H,6H,7H,8H,9H-imidazo[4,5-f]quinoline-6-carboxylate C(C1=CC=CC=C1)C=1N(C=2C(=C3CC[C@@H](N(C3=CC2)C(=O)OC)C)N1)CCN1C[C@@H](O[C@H](C1)C)C